N1(CCCCC1)C(=O)ON(C1=C(C=CC(=C1)C1CC1)[N+](=O)[O-])C(C)(C)C tert-butyl-((5-cyclopropyl-2-nitrophenyl) amino) piperidine-1-carboxylate